N1=C(C=CC=C1)C1N(CCCC1)C(=O)OOCC1=C(C=C(C=C1)C#N)F ((4-cyano-2-fluorobenzyl) oxy) pyridin-2-ylpiperidine-1-carboxylate